C(CCC)C=1C(=C(C2=CC=CC=C2C1)OC1=C(C(=CC2=CC=CC=C12)CCCC)C1=CC=CC=C1)C1=CC=CC=C1 butylphenylnaphthyl ether